sodium linoleoyl methyl taurate CCCCC/C=C\C/C=C\CCCCCCCC(=O)N(C)CCS(=O)(=O)[O-].[Na+]